C1(CCCC1)N1N=CC2=CC=C(C=C12)N 1-cyclopentyl-1H-indazol-6-amine